[bis-(4-docosoxy-phenyl)-methyl]-amine C(CCCCCCCCCCCCCCCCCCCCC)OC1=CC=C(C=C1)C(C1=CC=C(C=C1)OCCCCCCCCCCCCCCCCCCCCCC)N